2-[[6-[3-(1,1-Difluoroethyl)-4-fluoro-phenyl]-3-fluoro-pyrazolo[4,3-b]pyridin-1-yl]methyl]-5-methyl-1,3,4-oxadiazole FC(C)(F)C=1C=C(C=CC1F)C=1C=C2C(=NC1)C(=NN2CC=2OC(=NN2)C)F